C(C1=CC=CC=C1)N1C(C2=CC=C(C=C2C(C12CCCC2)C(=O)O)F)=O.[C].[Nb].[Ce].[Ti] titanium-cerium-niobium carbon 2'-benzyl-6'-fluoro-1'-oxo-1',4'-dihydro-2'H-spiro[cyclopentane-1,3'-isoquinoline]-4'-carboxylic acid